CC1=NC=NC(=C1C1=C(OCCN(C(OC(C)(C)C)=O)CCOC)C=CC(=C1)[N+](=O)[O-])C tert-butyl (2-(2-(4,6-dimethylpyrimidin-5-yl)-4-nitrophenoxy)ethyl)(2-methoxyethyl)carbamate